CS(=O)(=O)CCNC(=O)C1=CC=2N=C(N=C(C2O1)N1CCOCC1)N1N=CC(=C1)C1=CC=CC=C1 N-(2-methylsulfonylethyl)-4-morpholino-2-(4-phenylpyrazol-1-yl)furo[3,2-d]pyrimidine-6-carboxamide